C(#N)CC(=O)NC(=S)N N-cyanoacetyl-thiourea